3-(trifluoromethyl)-1,2,4-triazolo[4,3-a]pyrazine hydrochloride Cl.FC(C1=NN=C2N1C=CN=C2)(F)F